ClC=1C(=CC(=C(C1)S(=O)(=O)NC=1SC=CN1)F)N[C@@H](CC)C1=C(C=CC=C1)F (S)-5-chloro-2-fluoro-4-((1-(2-fluorophenyl)propyl)amino)-N-(thiazol-2-yl)benzenesulfonamide